1-(3-(1H-pyrrolo[2,3-b]pyridin-5-yl)phenethyl)-3-(2-fluoro-3-(trifluoromethyl)phenyl)urea N1C=CC=2C1=NC=C(C2)C=2C=C(CCNC(=O)NC1=C(C(=CC=C1)C(F)(F)F)F)C=CC2